1,3,5-tri(2-methoxy-4-aminophenyl)benzene COC1=C(C=CC(=C1)N)C1=CC(=CC(=C1)C1=C(C=C(C=C1)N)OC)C1=C(C=C(C=C1)N)OC